NC=1N=CN(C(C1C(=O)NC=1C=C(C=NC1)[C@H](CCOC)NC(OC(C)(C)C)=O)=O)C1=C(C=CC=C1Cl)Cl tert-butyl (S)-(1-(5-(4-amino-1-(2,6-dichlorophenyl)-6-oxo-1,6-dihydropyrimidine-5-carboxamido)pyridin-3-yl)-3-methoxypropyl)carbamate